C(C1=CC=CC=C1)N1C(N(SC1=O)C1=CC=CC2=CC=CC=C12)=O 4-benzyl-2-(naphthalen-1-yl)-[1,2,4]thiadiazole-3,5-dione